NC1(CCN(CC1)C1=CN=C(C(=N1)C(=O)N)C1=C(C(=CC=C1)Cl)Cl)C 6-(4-amino-4-methyl-1-piperidinyl)-3-(2,3-dichlorophenyl)-2-pyrazinamide